6-bromo-3-ethyl-7-fluoro-2-((S)-1-((R)-6-methyl-1,4-diazepan-1-yl)butyl)quinazolin-4(3H)-one BrC=1C=C2C(N(C(=NC2=CC1F)[C@H](CCC)N1CCNC[C@H](C1)C)CC)=O